5-bromo-1-(2-hydroxy-2-methylpropyl)pyridin-2(1H)-one BrC=1C=CC(N(C1)CC(C)(C)O)=O